C(C)[C@@H]1CN(S(C2=C(O1)N=CC=C2)(=O)=O)CC=2C=C(SC2C)[C@H](C(C(=O)OCC2=CC=CC=C2)(C)C)CCC=2N=NN(C2)CC benzyl (S)-3-(4-(((R)-4-ethyl-1,1-dioxido-3,4-dihydro-2H-pyrido[2,3-b][1,4,5]oxathiazepin-2-yl)methyl)-5-methylthiophen-2-yl)-5-(1-ethyl-1H-1,2,3-triazol-4-yl)-2,2-dimethylpentanoate